(R)-3-(1-hydroxy-2-methylpropan-2-yl)pyrrolidine-1-carboxylic acid tert-butyl ester C(C)(C)(C)OC(=O)N1C[C@H](CC1)C(CO)(C)C